ClC=1C=C(C=NC1OCC)O 5-chloro-6-ethoxypyridin-3-ol